NC1=C(C2=C(N(C(=N2)C2=C(C=NC=C2)F)C)C=C1)N1C[C@H](CC1)NC(OC(C)(C)C)=O tert-butyl N-[(3s)-1-[5-amino-2-(3-fluoropyridin-4-yl)-1-methyl-1,3-benzodiazol-4-yl]pyrrolidin-3-yl]carbamate